N-(4-fluoro-3-((2-((1-methyl-1H-pyrazol-4-yl)amino)-5-(quinolin-7-yl)pyrimidin-4-yl)amino)phenyl)acrylamide FC1=C(C=C(C=C1)NC(C=C)=O)NC1=NC(=NC=C1C1=CC=C2C=CC=NC2=C1)NC=1C=NN(C1)C